[N+](=O)([O-])C=1C(=C2C(=NC1)N(C=C2)S(=O)(=O)C2=CC=CC=C2)NC2CCOCC2 4-((5-Nitro-1-(phenylsulfonyl)-1H-pyrrolo[2,3-b]pyridin-4-yl)amino)tetrahydro-2H-pyran